CC1(C=2C=C(C=CC2C=2C3=CC=CC=C3C=3C=CC=CC3C21)OB(O)O)C (13,13-dimethyl-13H-indeno[1,2-l]phenanthr-11-yl)boric acid